BrC=1C=C(CN2C(=NC=3N(C(N(C(C23)=O)CCOC)=O)C)SC(C(=O)OCC)CC)C=CC1 ethyl 2-{[7-(3-bromobenzyl)-1-(2-methoxyethyl)-3-methyl-2,6-dioxo-2,3,6,7-tetrahydro-1H-purin-8-yl]thio}butanoate